C[C@H]1[C@@H]([C@H](C[C@@H](O1)O[C@H]2C[C@@](CC3=C2C(=C4C(=C3O)C(=O)C5=C(C4=O)C(=CC=C5)OC)O)(C(=O)CO)O)N)O The molecule is an anthracycline that is the 4'-epi-isomer of doxorubicin. It has a role as an EC 5.99.1.3 [DNA topoisomerase (ATP-hydrolysing)] inhibitor, an antineoplastic agent and an antimicrobial agent. It is an anthracycline, a deoxy hexoside, an anthracycline antibiotic, an aminoglycoside, a monosaccharide derivative, a member of p-quinones, a primary alpha-hydroxy ketone and a tertiary alpha-hydroxy ketone. It derives from a doxorubicin. It is a conjugate acid of a 4'-epidoxorubicinium.